BrC1=C(C=C2C(=NC(=NC2=C1Cl)C)N[C@H](C)C1=C(C(=CC=C1)C(F)(F)F)C)N[C@@H]1COCC1 7-bromo-8-chloro-2-methyl-N4-((R)-1-(2-methyl-3-(trifluoromethyl)phenyl)ethyl)-N6-((S)-tetrahydrofuran-3-yl)quinazoline-4,6-diamine